ClC1=C(C(=CC=C1)Cl)C=1N=C2C=3C=C(C=NC3C=CN2C1CO)C=1C=NN(C1)C1COC1 (2-(2,6-Dichlorophenyl)-9-(1-(oxetan-3-yl)-1H-pyrazol-4-yl)imidazo[2,1-f][1,6]naphthyridin-3-yl)methanol